ClC=1C=C2C(=NC(N3C2=C(C1C1=CC=C(C=C1)F)SC[C@H](C3)OC)=O)N3[C@H](CNCC3)C (S)-10-chloro-11-(4-fluorophenyl)-3-methoxy-8-((S)-2-methylpiperazin-1-yl)-3,4-dihydro-2H,6H-[1,4]thiazepino[2,3,4-ij]quinazolin-6-one